O1C(=NC2=C1C=CC=C2)C2=CN=C(C1=CN=C(C=C21)Cl)O 4-(benzo[d]oxazol-2-yl)-6-chloro-2,7-naphthyridin-1-ol